2-(3-(3,4-dihydroisoquinolin-2(1H)-yl)-2-hydroxypropyl)-6-(2-methoxy-7-azaspiro[3.5]nonane-7-carbonyl)-4,4-dimethyl-3,4-dihydroisoquinolin-1(2H)-one C1N(CCC2=CC=CC=C12)CC(CN1C(C2=CC=C(C=C2C(C1)(C)C)C(=O)N1CCC2(CC(C2)OC)CC1)=O)O